gamma-maleimido-butyryloxysuccinimide C1(C=CC(N1CCCC(=O)OC1C(=O)NC(C1)=O)=O)=O